CN(C)C[C@H]1CN(CC[C@]1(O)C1=C(C(=O)N)C=CC=C1)CCC1=CSC=C1 (3S,4R)-3-((dimethylamino)methyl)-4-hydroxy-1-(2-(thiophen-3-yl)ethyl)piperidin-4-yl-benzamide